2,4-di-tert-butyl-phenoxybutyric acid C(C)(C)(C)C1=C(OC(C(=O)O)CC)C=CC(=C1)C(C)(C)C